6-[4-(dimethylamino)piperidin-1-yl]-5-methylpyridine-2-carboxylic acid CN(C1CCN(CC1)C1=C(C=CC(=N1)C(=O)O)C)C